1-(4-(chloromethyl)phenyl)-3-methyl-5-(trifluoromethyl)-1H-pyrazole ClCC1=CC=C(C=C1)N1N=C(C=C1C(F)(F)F)C